4-(3-(2-((6-(cyclopropylmethoxy)-2,3-difluorobenzyl)oxy)-5-fluoropyridin-4-yl)ureido)thiophene-2,3-dicarboxylic acid dimethyl ester COC(=O)C=1SC=C(C1C(=O)OC)NC(=O)NC1=CC(=NC=C1F)OCC1=C(C(=CC=C1OCC1CC1)F)F